2-(4-(5-fluoropyridin-2-yl)-4-(((2-(trifluoromethyl)imidazo[1,2-a]pyridin-5-yl)amino)methyl)piperidin-1-yl)ethan-1-ol FC=1C=CC(=NC1)C1(CCN(CC1)CCO)CNC1=CC=CC=2N1C=C(N2)C(F)(F)F